The molecule is an acyl-CoA that results from the formal condensation of the thiol group of coenzyme A with the carboxy group of 2-(1,2-epoxy-1,2-dihydrophenyl)acetic acid. It is a conjugate acid of a 2-(1,2-epoxy-1,2-dihydrophenyl)acetyl-CoA(4-). CC(C)(COP(=O)(O)OP(=O)(O)OC[C@@H]1[C@H]([C@H]([C@@H](O1)N2C=NC3=C(N=CN=C32)N)O)OP(=O)(O)O)[C@H](C(=O)NCCC(=O)NCCSC(=O)CC45C=CC=CC4O5)O